N-[(2-methoxyphenyl)methyl]-N'-(2-pyridinylmethyl)-N-(5,6,7,8-tetrahydro-8-quinolinyl)-1,3-benzenedimethanamine COC1=C(C=CC=C1)CN(CC1=CC(=CC=C1)CNCC1=NC=CC=C1)C1CCCC=2C=CC=NC12